2-(4-chloro-1-isopropyl-1H-pyrazol-5-yl)-N-((1-(1-isopropyl-4-(trifluoromethyl)-1H-imidazol-2-yl)-2-oxabicyclo[2.2.2]oct-4-yl)methyl)-5-methoxypyrimidin-4-amine ClC=1C=NN(C1C1=NC=C(C(=N1)NCC12COC(CC1)(CC2)C=2N(C=C(N2)C(F)(F)F)C(C)C)OC)C(C)C